ClC1=C2CC(CC2=CC=C1Cl)NC=1C=CC(=NC1)[C@@H](C(F)(F)F)N(C(=O)C1CN(C1)C(=O)NC)C N3-((1S)-1-(5-((4,5-Dichloro-2,3-dihydro-1H-inden-2-yl)amino)pyridin-2-yl)-2,2,2-trifluoroethyl)-N1,N3-dimethylazetidine-1,3-dicarboxamide